2-chloro-N-(2-cyano-4-fluorophenyl)-N-ethyl-5-nitrobenzamide ClC1=C(C(=O)N(CC)C2=C(C=C(C=C2)F)C#N)C=C(C=C1)[N+](=O)[O-]